FC1(CCC(CC1)N1N=CC=2C1=C(N=C(C2)N2C=NC=C2)C(=O)N)F (4,4-difluorocyclohexyl)-5-(1H-imidazol-1-yl)-1H-pyrazolo[3,4-c]pyridine-7-carboxamide